BrC1=CC(=C(C2=CC=CC=C12)C(=O)O)N1CCC(CC1)CC=C 4-bromo-2-[4-(prop-2-ene-1-yl)piperidin-1-yl]naphthalene-1-carboxylic acid